COC=1N(C=CN1)C(=O)NCCCC1(CC1)C(F)(F)F 2-Methoxy-N-(3-(1-(trifluoromethyl)cyclopropyl)propyl)-1H-imidazole-1-carboxamide